erbium gadoleate C(CCCCCCC\C=C/CCCCCCCCCC)(=O)[O-].[Er+3].C(CCCCCCC\C=C/CCCCCCCCCC)(=O)[O-].C(CCCCCCC\C=C/CCCCCCCCCC)(=O)[O-]